C(C1=CC=CC=C1)C1=C(C=CC(=C1)C)C(C(=O)N)N1CCOCC1 (2-benzyl-4-methylphenyl)-2-morpholinoacetamide